methyl 5-((tert-butoxycarbonyl)amino)-2-(2-fluorophenyl)thiazole-4-carboxylate C(C)(C)(C)OC(=O)NC1=C(N=C(S1)C1=C(C=CC=C1)F)C(=O)OC